4-methylethynyl-phthalic anhydride CC=1C(=C2C(C(=O)OC2=O)=CC1)C#C